2-[4-(7-bromo-2-methyl-quinazolin-5-yl)oxy-cyclohexyl]Isoindoline-1,3-dione BrC1=CC(=C2C=NC(=NC2=C1)C)OC1CCC(CC1)N1C(C2=CC=CC=C2C1=O)=O